FC([C@@H](C1=CC=C(C=C1)F)N1N=CC(=C1)C1=CC=C(C(=N1)C1=CC=2N(C=C1C)N=C(N2)N)F)(C)F (R)-7-(6-(1-(2,2-difluoro-1-(4-fluorophenyl)propyl)-1H-pyrazol-4-yl)-3-fluoropyridin-2-yl)-6-methyl-[1,2,4]triazolo[1,5-a]pyridin-2-amine